(R)-1-(5-fluoro-3-pyridyl)-2-{3-[(1s,4R)-4-methoxycyclohexyl]propylamino}-1-ethanol FC=1C=C(C=NC1)[C@H](CNCCCC1CCC(CC1)OC)O